OC=1C=C(C=O)C=CC1N(C)C 3-Hydroxy-4-(dimethylamino)-benzaldehyde